2-((3-(trifluoromethyl)phenyl)thio)ethan-1-one FC(C=1C=C(C=CC1)SCC=O)(F)F